(R)-1-((3-(1-aminoethyl)-2-fluorophenyl)difluoromethyl)cyclopropan-1-ol N[C@H](C)C=1C(=C(C=CC1)C(C1(CC1)O)(F)F)F